[C@H]12OC[C@H](N(C1)C=1C=CC=3N(C1)N=C(N3)C3=C1C=C(N=CC1=C(N=C3)NC)NC(=O)C3(CC3)F)C2 N-(5-(6-((1R,4R)-2-oxa-5-azabicyclo[2.2.1]hept-5-yl)-[1,2,4]triazolo[1,5-a]pyridin-2-yl)-8-(methylamino)-2,7-naphthyridin-3-yl)-1-fluorocyclopropane-1-carboxamide